S(C1=C(C(=CC(=C1)C(C)(C)CC)C(C)(C)CC)O)C1=C(C(=CC(=C1)C(C)(C)CC)C(C)(C)CC)O thiobis(4,6-di-tert-amylphenol)